C=1N(C2=C3C(NCCCC13)=NC=N2)C2CC1O[PH2](OCC3OCC(O[PH3]OCC1O2)C3)[O-] 14-(6,7,8,9-tetrahydro-2H-2,3,5,6-tetraazabenzo[cd]azulen-2-yl)octahydro-2H,10H,12H-5,8-methano-2λ5,10λ5-furo[3,2-l][1,3,6,9,11,2,10]pentaoxadiphosphacyclotetradecin-2-olate